FC1=NC(=CC=C1NC(=O)[C@H]1C(N(C[C@@H]1C=1C=NN(C1C(F)(F)F)C)C)=O)F (3S,4S)-N-(2,6-difluoro-3-pyridyl)-1-methyl-4-[1-methyl-5-(trifluoromethyl)pyrazol-4-yl]-2-oxo-pyrrolidine-3-carboxamide